(E)-N-(1-cyclobutylyl-2,3-diphenylallyl)-2,4,6-trimethylbenzylsulfonaphthamide C1(CCC1)=C(\C(=C\C1=CC=CC=C1)\C1=CC=CC=C1)NC(=O)C1=C(C(=CC2=CC=CC=C12)CC1=C(C=C(C=C1C)C)C)S(=O)(=O)O